thiophene-2-carbaldehyde S1C(=CC=C1)C=O